5-(3-((2,3-dihydrobenzofuran-3-yl)sulfonyl)-5-morpholinophenyl)pyrimidin-2-amine O1CC(C2=C1C=CC=C2)S(=O)(=O)C=2C=C(C=C(C2)N2CCOCC2)C=2C=NC(=NC2)N